CO[C@@H](C(=O)O)C1=CC=CC=C1 (2R)-methoxy(phenyl)acetic acid